O=C1NC(CCC1N1C(C2=CC=C(C=C2C1=O)F)=O)=O 2-(2,6-dioxopiperidin-3-yl)-5-Fluoro-isoindoline-1,3-dione